NC1=C(C2=C(S1)CC(C2)C)C(=O)C2=C(C=CC=C2F)F (2-amino-5-methyl-5,6-dihydro-4H-cyclopenta[b]thiophen-3-yl)-(2,6-difluorophenyl)methanone